ethyl 5-(difluoromethyl)-6,7-dihydro-5H-pyrazolo[5,1-b][1,3]oxazine-2-carboxylate FC(C1CCN2C(O1)=CC(=N2)C(=O)OCC)F